5-(((2S)-1-(3-(8-(5-cyclopropylpyrimidin-2-yl)-3,8-diazabicyclo[3.2.1]octan-3-yl)-3-oxopropoxy)propan-2-yl)amino)-4-(trifluoromethyl)pyridazin-3(2H)-one C1(CC1)C=1C=NC(=NC1)N1C2CN(CC1CC2)C(CCOC[C@H](C)NC2=C(C(NN=C2)=O)C(F)(F)F)=O